1-(2,4-dimethyl-5-nitro-phenyl)-3-hydroxy-pyrrolidin-2-one CC1=C(C=C(C(=C1)C)[N+](=O)[O-])N1C(C(CC1)O)=O